4-((3aR,6aS)-5-Benzyl-3a,6a-dimethylhexahydropyrrolo[3,4-c]pyrrol-2(1H)-yl)-5-methoxy-N-(1-methyl-1H-pyrazol-4-yl)pyrimidin-2-amine C(C1=CC=CC=C1)N1C[C@@]2([C@](C1)(CN(C2)C2=NC(=NC=C2OC)NC=2C=NN(C2)C)C)C